1-bromo-4-ethyloctane BrCCCC(CCCC)CC